BrC1=C(C=CC(=C1)S(=O)(=O)N1CCN(CC1)C)O 2-bromo-4-((4-methylpiperazin-1-yl)sulphonyl)phenol